O1C(OCC1)C=1C=C(C=CC1F)N(C1=NOC(C1)(C(F)(F)F)C1=CC(=C(C(=C1)Cl)F)Cl)CC N-(3-(1,3-dioxolan-2-yl)-4-fluorophenyl)-5-(3,5-dichloro-4-fluorophenyl)-N-ethyl-5-(trifluoromethyl)-4,5-dihydroisoxazol-3-amine